(R)-7-chloro-3,4-dihydro-2H-pyrano[2,3-b]pyridin-3-amine ClC1=CC=C2C(=N1)OC[C@@H](C2)N